OP(O)OP(O)O.C(C)(C)(C)C1=C(C(=CC(=C1)C)C(C)(C)C)C(O)(C(CO)(CO)CO)C1=C(C=C(C=C1C(C)(C)C)C)C(C)(C)C di(2,6-di-tert-butyl-4-methylphenyl)-pentaerythritol diphosphite